COC(=O)[C@@H]1[C@H]2C([C@H]2CN1)(C)C.COC=1C=C(C=CC1C(F)(F)F)/C=C/C1CN(C1)C(C=C)=O 1-{3-[(E)-2-[3-methoxy-4-(trifluoromethyl)phenyl]ethenyl]azetidin-1-yl}prop-2-en-1-one methyl-(1R,2S,5S)-6,6-dimethyl-3-azabicyclo[3.1.0]hexane-2-carboxylate